ClC1=C(OC(=O)N(CCC(=O)OCC2=CC=CC=C2)C)C=CC(=C1CN1C(N([C@H](C2=CC=C(C=C12)C(NCC1=C(C=C(C=C1F)F)F)=O)C)C)=O)F (S)-Benzyl 3-(((2-chloro-3-((3,4-dimethyl-2-oxo-7-((2,4,6-trifluorobenzyl)carbamoyl)-3,4-dihydroquinazolin-1(2H)-yl)methyl)-4-fluorophenoxy)carbonyl)(methyl)amino)propanoate